1,1-bis(methoxymethyl)-3,6-dimethylindene COCC1(C=C(C2=CC=C(C=C12)C)C)COC